ClC=1N=C(C2=C(N1)N(C=C2Cl)COCC[Si](C)(C)C)N 2,5-dichloro-7-((2-(trimethylsilyl)ethoxy)methyl)-7H-pyrrolo[2,3-d]pyrimidin-4-amine